NCC1=NNC(C2=CC=C(C=C12)C1(CC1)C(=O)N(C1CCCC2=CC=CC(=C12)F)CC1=NC=C(C=C1)C1=C(C=CC=C1F)F)=O 1-(4-(aminomethyl)-1-oxo-1,2-dihydro-phthalazin-6-yl)-N-((5-(2,6-difluorophenyl)pyridin-2-yl)methyl)-N-(8-fluoro-1,2,3,4-tetrahydronaphthalen-1-yl)cyclopropane-1-carboxamide